FC1(CCC(CC1)[C@H](NC(=O)C1=CC=NN1C)C1=NC2=C(N1)C=CC(=C2)[C@@H](C)NC(CC(C)(C)C)=O)F N-((S)-(4,4-Difluorocyclohexyl)(5-((R)-1-(3,3-dimethylbutanamido)ethyl)-1H-benzo[d]imidazol-2-yl)methyl)-1-methyl-1H-pyrazole-5-carboxamide